(R)-7-fluoro-4-[4-(3-hydroxy-3-methyl-butoxy)-2,6-dimethyl-phenyl]Indan-1-carboxylic acid FC=1C=CC(=C2CC[C@H](C12)C(=O)O)C1=C(C=C(C=C1C)OCCC(C)(C)O)C